FC=1C(=C(OC2=C(C(=O)OC(C)(C)C)C=C(C(=C2)C(F)(F)F)F)C=CC1F)OC Tert-Butyl 2-(3,4-difluoro-2-methoxy-phenoxy)-5-fluoro-4-(trifluoromethyl)benzoate